C(C1=CC=CC=C1)OC1=CC=C(C=C1)C1=CCN(CC1)S(=O)(=O)C1=CC=C(C(=O)OC)C=C1 methyl 4-((4-(4-(benzyloxy)phenyl)-5,6-dihydropyridin-1(2H)-yl)sulfonyl)benzoate